FC1(CNCCC1C=1C=2C3=C(C(N(C3=CC1)C1C(NC(CC1)=O)=O)=O)C=CC2)F 3-[6-(3,3-difluoro-4-piperidyl)-2-oxo-benzo[cd]indol-1-yl]piperidine-2,6-dione